methyl (E)-7-[[4-[(2,2,2-trifluoroacetyl) amino]phenyl]sulfonylamino]hept-2-enoate FC(C(=O)NC1=CC=C(C=C1)S(=O)(=O)NCCCC/C=C/C(=O)OC)(F)F